(S)-1-(1-methylcyclobutyl)-3-(2-oxo-1-(1-(3-(trifluoromethoxy)phenyl)ethyl)-1,2-dihydroquinoxalin-6-yl)urea CC1(CCC1)NC(=O)NC=1C=C2N=CC(N(C2=CC1)[C@@H](C)C1=CC(=CC=C1)OC(F)(F)F)=O